C(C1=CC=CC=C1)OC=1C=C(CC(C(=O)OCC)C(C)=O)C=CC1OC Ethyl 2-(3-benzyloxy-4-methoxybenzyl)-3-oxobutyrate